[C@H]12[C@@H]3[C@H](NC[C@@H]3[C@H](C=C1)C2)C(=O)N[C@H](C(=O)N)C[C@H]2C(NCC2)=O (2S)-2-[(1R,2S,3S,6R,7S)-4-azatricyclo[5.2.1.0^{2,6}]dec-8-en-3-ylformamido]-3-[(3S)-2-oxopyrrolidin-3-yl]propanamide